2-{8-[(4-bromo-5-fluoro-2-methylphenyl)methyl]-3-fluoroimidazo[1,2-a]pyrazine-6-yl}-5-fluoropyrimidin-4-ol BrC1=CC(=C(C=C1F)CC=1C=2N(C=C(N1)C1=NC=C(C(=N1)O)F)C(=CN2)F)C